NC1CN(CC12COCCC2)C2=NC=1CCC(CC1C=C2F)NC(=O)C2=CC1=C(N=N2)N(C=C1Cl)CC N-(2-{4-amino-7-oxa-2-azaspiro[4.5]decan-2-yl}-3-fluoro-5,6,7,8-tetrahydroquinolin-6-yl)-5-chloro-7-ethyl-7H-pyrrolo[2,3-c]pyridazine-3-carboxamide